CC=1N2C=NC=C2C=2CN(CC2C1C)C(CC1CN(C1)C=1C=NC=CC1)=O 1-(4,5-Dimethyl-6,8-dihydro-2,3a,7-triaza-as-indacen-7-yl)-2-(1-pyridin-3-yl-azetidin-3-yl)-ethanone